(methylamino)-5-(4-phenoxypiperidin-1-yl)-1,3-thiazole-4-carboxylic acid ethyl ester C(C)OC(=O)C=1N=C(SC1N1CCC(CC1)OC1=CC=CC=C1)NC